6-(5-amino-6-chloro-4-fluoropyridin-2-yl)-N2,N4-bis(1,1-difluoroprop-2-yl)-1,3,5-triazine-2,4-diamine NC=1C(=CC(=NC1Cl)C1=NC(=NC(=N1)NC(C(F)F)C)NC(C(F)F)C)F